(R)-((2-(2-amino-6-ethoxypyridin-4-yl)-6-(3-methylmorpholino)-pyrimidin-4-yl)imino)-dimethyl-λ6-sulfanone NC1=NC(=CC(=C1)C1=NC(=CC(=N1)N=S(=O)(C)C)N1[C@@H](COCC1)C)OCC